(S)-2-amino-4-(((S)-2-fluoro-3-methoxypropyl)(4-(5,6,7,8-tetrahydro-1,8-naphthyridin-2-yl)butyl)amino)butanoic acid hydrochloride Cl.N[C@H](C(=O)O)CCN(CCCCC1=NC=2NCCCC2C=C1)C[C@@H](COC)F